ClC1=C2C(=NC=N1)N(N=C2)C2=C(C=C(C=C2)OC(F)(F)F)F 4-chloro-1-[2-fluoro-4-(trifluoromethoxy)phenyl]pyrazolo[3,4-d]pyrimidine